C(#N)[C@H](C[C@H]1C(NCCC1)=O)NC(=O)[C@@H]1N([C@H]2CC([C@@H]1CC2)(F)F)C(=O)C=2NC1=C(C(=CC(=C1C2)F)F)F (1R,3R,4R)-N-[(1S)-1-cyano-2-[(3S)-2-oxo-3-piperidyl]ethyl]-5,5-difluoro-2-(4,6,7-trifluoro-1H-indole-2-carbonyl)-2-azabicyclo[2.2.2]octane-3-carboxamide